3-(naphthalen-2-ylamino)-3-oxopropionic acid C1=C(C=CC2=CC=CC=C12)NC(CC(=O)O)=O